3-(dicyanomethylene)indan-1-one C(#N)C(=C1CC(C2=CC=CC=C12)=O)C#N